(S,E)-3-(4-chlorophenyl)-N'-((4-chlorophenyl)sulfonyl)-4-phenyl-N-((S)-2-(sulfamoylamino)propyl)-4,5-dihydro-1H-pyrazole-1-carboximidamide ClC1=CC=C(C=C1)C1=NN(C[C@@H]1C1=CC=CC=C1)/C(/NC[C@H](C)NS(N)(=O)=O)=N/S(=O)(=O)C1=CC=C(C=C1)Cl